CC=1C=C(C=CC1N1N=CC=N1)CCN 2-(3-Methyl-4-[1,2,3]triazol-2-yl-phenyl)-ethylamine